C1[C@H]([C@@H](CN1CC2=CC=CC=C2)N=[N+]=[N-])N=[N+]=[N-] (3R,4R)-(-)-3,4-diazido-1-(phenylmethyl)pyrrolidine